bis(methoxy)-[1,1'-binaphthyl]-3-formaldehyde COC1=C(C(=C(C2=CC=CC=C12)C1=CC=CC2=CC=CC=C12)OC)C=O